BrC=1CCCC2=C(C1C1=CC=C(C=C1)CC1CN(C1)CCCF)C=C(C(=C2F)C(=O)OC)F methyl 8-bromo-2,4-difluoro-9-(4-((1-(3-fluoropropyl)azetidin-3-yl)methyl)phenyl)-6,7-dihydro-5H-benzo[7]annulene-3-carboxylate